2-TERT-BUTYL-7-FLUORO-1H-INDOLE-3-CARBALDEHYDE C(C)(C)(C)C=1NC2=C(C=CC=C2C1C=O)F